N(=[N+]=[N-])C1(CN(CC1)C(=O)OC(C)(C)C)C1=C(C(=CC=C1)Cl)C tert-butyl 3-azido-3-(3-chloro-2-methylphenyl)pyrrolidine-1-carboxylate